NCC1CC2CCC(C1)N2C=2N=C1C(=NC2)N=C(C=C1)SC1=C(C(=NC=C1)N)Cl 4-((2-(3-(aminomethyl)-8-azabicyclo[3.2.1]octan-8-yl)pyrido[2,3-b]pyrazin-6-yl)thio)-3-chloropyridin-2-amine